5-(4-((3-methyl-5-fluoro-2,4-dioxo-1,2,3,4-tetrahydroquinazolin-7-yl)methyl)piperazin-1-yl)-N,6-dimethylpyridinecarboxamide CN1C(NC2=CC(=CC(=C2C1=O)F)CN1CCN(CC1)C=1C=CC(=NC1C)C(=O)NC)=O